butyl methyl(3-oxocyclobutyl)carbamate CN(C(OCCCC)=O)C1CC(C1)=O